NC(C(C1=CC(=CC=C1)Cl)NC(=O)C=1N=CN(C1)C1=NC(=NC=C1C)NC1CCOCC1)=O N-(2-amino-1-(3-chlorophenyl)-2-oxoethyl)-1-(5-methyl-2-((tetrahydro-2H-pyran-4-yl)amino)-pyrimidin-4-yl)-1H-imidazole-4-amide